COC1=C(C(=O)N)C=C(C=C1)C(F)(F)F 2-methoxy-5-(trifluoromethyl)benzamide